(1-(3-chlorophenyl)-6-(6-fluoropyridin-3-yl)-1H-pyrazolo[3,4-d]pyrimidin-4-yl)-5-nitrothiophene-2-carboxamide ClC=1C=C(C=CC1)N1N=CC=2C1=NC(=NC2C2=C(SC(=C2)[N+](=O)[O-])C(=O)N)C=2C=NC(=CC2)F